2-((5-(ethylamino)-2-methyl-4-pyridinyl)carbonyl)-2-azabicyclo[3.1.0]hexane-3-carboxamide C(C)NC=1C(=CC(=NC1)C)C(=O)N1C2CC2CC1C(=O)N